dimethyl adipimidate-HCl Cl.C(CCCCC(OC)=N)(OC)=N